[Si](C)(C)(C(C)(C)C)O[C@H](C)C1=CC=C(C(=O)OC)C=C1 methyl (R)-4-(1-((tert-butyldimethylsilyl)oxy)ethyl)benzoate